methyl 5-(1-hydroxyethyl)-4-methoxy-2-((2-(trimethylsilyl) ethoxy) methyl)-2H-indazole-7-carboxylate OC(C)C1=C(C2=CN(N=C2C(=C1)C(=O)OC)COCC[Si](C)(C)C)OC